F[C@@H]1C(C[C@@H](OC1)C(=O)N1[C@H](C2=CC=CC=C2CC1)C1=CC=C(C=C1)F)(O)O ((2R,5S)-5-fluoro-4,4-dihydroxytetrahydro-2H-pyran-2-yl)((S)-1-(4-fluorophenyl)-3,4-dihydroisoquinolin-2(1H)-yl)methanone